C(=O)NCC(=O)O Formylglycin